C(C1=CC=CC=C1)OCCOC=1C=CC(=NC1N1CCC(CC1)(F)F)C(=O)OC methyl 5-(2-(benzyloxy)ethoxy)-6-(4,4-difluoropiperidin-1-yl)picolinate